2-amino-1-(4-bromobenzyl)-7-methoxy-1H-benzo[d]imidazole-5-carbonitrile NC1=NC2=C(N1CC1=CC=C(C=C1)Br)C(=CC(=C2)C#N)OC